BrC(C(F)(F)Br)(F)Cl 1,2-dibromo-1-chloro-1,2,2-trifluoroethane